7-(hydroxymethyl)-3-methyl-5-phenoxyquinoxalin-2(1H)-one OCC1=CC(=C2N=C(C(NC2=C1)=O)C)OC1=CC=CC=C1